C(C)(C)(C)OC(=O)N1CCC2(CN(C2)CC=2C=CC=C3CCCN(C23)CC)CC1 2-((1-ethyl-1,2,3,4-tetrahydroquinolin-8-yl)methyl)-2,7-diazaspiro[3.5]Nonane-7-carboxylic acid tert-butyl ester